N(=[N+]=[N-])C1=C2C(=C(N=N1)NN)N(CC2(C(F)(F)F)C)C(=O)OC(C)(C)C tert-butyl 4-azido-7-hydrazino-3-methyl-3-(trifluoromethyl)-2,3-dihydro-1H-pyrrolo[2,3-d]pyridazine-1-carboxylate